C(C)(C)(C)OC(=O)N1[C@@H](CN(CC1)C1=NC=C(C=C1)[N+](=O)[O-])C (R)-2-methyl-4-(5-nitropyridin-2-yl)piperazine-1-carboxylic acid tert-butyl ester